1-[[2-(2,6-dioxo-3-piperidyl)-1-oxo-isoindolin-5-yl]methyl]-3-[3-(methylamino)phenyl]urea O=C1NC(CCC1N1C(C2=CC=C(C=C2C1)CNC(=O)NC1=CC(=CC=C1)NC)=O)=O